CN1C(=CC=2C=NC(=CC21)NC2CCOCC2)C2=NC=NC(=C2)NCC(F)(F)F 1-Methyl-N-(tetrahydro-2H-pyran-4-yl)-2-(6-((2,2,2-trifluoroethyl)amino)pyrimidin-4-yl)-1H-pyrrolo[3,2-c]pyridin-6-amine